Benzyl (R)-4-(2-hydroxy-3-(2H-tetrazol-5-yl)propoxy)benzoate O[C@@H](COC1=CC=C(C(=O)OCC2=CC=CC=C2)C=C1)CC=1N=NNN1